bis(gamma-trimethoxysilylpropyl)amine CO[Si](CCCNCCC[Si](OC)(OC)OC)(OC)OC